(E)-2-(5-amino-2-(4-methoxy-2-methylphenethyl)benzo[I][1,7]naphthyridin-8-yl)-1-fluorovinylphosphonic acid NC=1C2=CC=C(NC23C(=NC1)C(=CC=C3)/C=C(\F)/P(O)(O)=O)CCC3=C(C=C(C=C3)OC)C